undecaazacyclotritriacontane N1NNNNNNNNNNCCCCCCCCCCCCCCCCCCCCCC1